ClC1=C(C=CC=C1)NCC(=O)O racemic-o-chlorophenyl-glycine